ClC1=CC(=NC=2N1N=C(C2)[C@@H]2CC[C@H](CC2)C(F)(F)F)C 7-chloro-5-methyl-2-[trans-4-(trifluoromethyl)cyclohexyl]Pyrazolo[1,5-a]Pyrimidine